2-chloro-5-methoxy-4-[1-[4-[1-methyl-4-(trifluoromethyl)imidazol-2-yl]phenyl]ethoxy]pyrimidine ClC1=NC=C(C(=N1)OC(C)C1=CC=C(C=C1)C=1N(C=C(N1)C(F)(F)F)C)OC